(2s,4s)-4-hydroxypyrrolidine-1,2-dicarboxylic acid O1-benzyl O2-methyl ester COC(=O)[C@H]1N(C[C@H](C1)O)C(=O)OCC1=CC=CC=C1